[2,2'-bipyridine]-4-amine N1=C(C=C(C=C1)N)C1=NC=CC=C1